(4-(1,8-naphthyridin-2-yl)butoxy)pyrrolidine-1-carboxylic acid (R)-tert-butyl ester C(C)(C)(C)OC(=O)N1C(CCC1)OCCCCC1=NC2=NC=CC=C2C=C1